C(C)(=O)C1=C(C=CC=C1)N1C(C=CC1=O)=O 1-(2-acetylphenyl)-1H-pyrrole-2,5-dione